(S)-4-(2-oxooxazolidin-3-yl)-3-(4-methylphenyl)-N-((R)-1-(6-chloropyridazin-3-yl)ethyl)-4,5-dihydro-1H-pyrazole-1-carboxamide O=C1OCCN1[C@@H]1C(=NN(C1)C(=O)N[C@H](C)C=1N=NC(=CC1)Cl)C1=CC=C(C=C1)C